(7-(hydroxymethyl)benzo[d]thiazol-2-yl)carbamic acid tert-butyl ester C(C)(C)(C)OC(NC=1SC2=C(N1)C=CC=C2CO)=O